butyric acid 3-(2-(diallylamino) ethyl)-1H-indol-7-yl ester C(C=C)N(CCC1=CNC2=C(C=CC=C12)OC(CCC)=O)CC=C